((4,5-dichlorothiophen-2-yl)sulfonyl)-3-(3,4,5-trimethoxyphenyl)-1H-pyrazole-5-carboxamide ClC=1C=C(SC1Cl)S(=O)(=O)N1N=C(C=C1C(=O)N)C1=CC(=C(C(=C1)OC)OC)OC